1,4-DIMETHYLTETRALIN CC1CCC(C2=CC=CC=C12)C